N-(2-chloro-3-(3'-chloro-6-methoxy-5-((((5-oxopyrrolidin-2-yl)methyl)amino)methyl)-[2,4'-bipyridin]-2'-yl)phenyl)-3-(2-((3-fluoropropyl)(methyl)amino)ethyl)-1H-pyrazole-5-carboxamide ClC1=C(C=CC=C1C1=NC=CC(=C1Cl)C1=NC(=C(C=C1)CNCC1NC(CC1)=O)OC)NC(=O)C1=CC(=NN1)CCN(C)CCCF